1-(3-(6-chloro-7-fluoro-5-methoxy-1-methyl-3-(1H-pyrazol-4-yl)-1H-indol-2-yl)-1H-1,2,4-triazol-5-yl)-2-methoxy-N,N-dimethylethan-1-amine ClC1=C(C=C2C(=C(N(C2=C1F)C)C1=NNC(=N1)C(COC)N(C)C)C=1C=NNC1)OC